C(C)(C)(C)OC(=O)NC1=CC=C(C=C1)C1=CC=C(C=C1)C(=O)OC methyl 4'-((tert-butoxycarbonyl) amino)-[1,1'-biphenyl]-4-carboxylate